BrC=1C(=C(C=CC1F)CC(=O)O)C(F)(F)F 3-bromo-4-fluoro-2-(trifluoromethyl)-phenylacetic acid